COC1=NC=C(C=N1)C1=NOC(=C1)C(C(=O)OC)C(C)C methyl 2-[3-(2-methoxypyrimidin-5-yl)-1,2-oxazol-5-yl]-3-methylbutanoate